decenonitrile C(C=CCCCCCCC)#N